ClC1=CC=C(C(=N1)C(=O)O)N[C@H](C)C1=C2N=C(C(=NC2=CC(=C1)C)C#N)N1CC=2N(CC1)C(=NN2)C(F)(F)F (R)-6-chloro-3-((1-(2-cyano-7-methyl-3-(3-(trifluoromethyl)-5,6-dihydro-[1,2,4]triazolo[4,3-a]pyrazin-7(8H)-yl)quinoxalin-5-yl)ethyl)amino)picolinic acid